C[Ir+]C dimethyl-iridium (III)